tert-butyl (2R,5S)-5-isopropyl-2-methyl-4-(5-phenyl-7-tosyl-7H-pyrrolo[2,3-d]pyrimidin-4-yl)piperazine-1-carboxylate C(C)(C)[C@@H]1N(C[C@H](N(C1)C(=O)OC(C)(C)C)C)C=1C2=C(N=CN1)N(C=C2C2=CC=CC=C2)S(=O)(=O)C2=CC=C(C)C=C2